Methyl-((2S,E)-7-(dimethylamino)-1-((1-((7-(1-hydroxy-2-methylpropyl)-1H-benzo[d]imidazol-2-yl)methyl)-2-oxo-1,2-dihydropyridin-3-yl)amino)-1,7-dioxohept-5-en-2-yl)carbamat COC(N[C@H](C(=O)NC=1C(N(C=CC1)CC1=NC2=C(N1)C(=CC=C2)C(C(C)C)O)=O)CC\C=C\C(=O)N(C)C)=O